Methyl 2-(2,2,2-trifluoro-1-hydroxy ethyl)isonicotinate FC(C(O)C=1C=C(C(=O)OC)C=CN1)(F)F